6-Diallylamino-1,3,5-triazine-2,4-Dithiol C(C=C)N(C1=NC(=NC(=N1)S)S)CC=C